6-chloro-3-(3,4-dimethoxybenzoyl)-N-(3-morpholinopropyl)-4-oxo-4H-chromene-2-carboxamide ClC=1C=C2C(C(=C(OC2=CC1)C(=O)NCCCN1CCOCC1)C(C1=CC(=C(C=C1)OC)OC)=O)=O